C12(CC3CC(CC(C1)C3)C2)NC(CNNC(=O)C2=NN(C(=C2C)C2=CC=C(C=C2)Cl)C2=C(C=C(C=C2)Cl)Cl)=O N-((3s,5s,7s)-adamantan-1-yl)-2-(2-(5-(4-chlorophenyl)-1-(2,4-dichlorophenyl)-4-methyl-1H-pyrazole-3-carbonyl)-hydrazinyl)acetamide